N1C[C@@H](CC1)N1C(NC2=NC=C(C=C21)C2CCOCC2)=O |r| (rac)-1-pyrrolidin-3-yl-6-tetrahydropyran-4-yl-3H-imidazo[4,5-b]pyridin-2-one